Br.OC1=CC=C(C=C1)C(C(C)NCCC1=CC=C(C=C1)O)=O 1-(4-hydroxyphenyl)-2-[2-(4-hydroxyphenyl)ethylamino]propan-1-one hydrobromide